O=C1N(CCC(N1)=O)N1C(C2=CC=C(C=C2C1=O)CN1CCC(CC1)C1=C(C=CC=C1)C(F)(F)F)=O 2-(2,4-dioxotetrahydropyrimidin-1(2H)-yl)-5-((4-(2-(trifluoromethyl)phenyl)piperidin-1-yl)methyl)isoindoline-1,3-dione